FC(OC1=CC=2N(C=C1)C(=CN2)C2=C1CNC(C1=CC=C2)=O)F 4-(7-(difluoromethoxy)imidazo[1,2-a]pyridin-3-yl)isoindolin-1-one